(2-(1-(5-chloropyrimidin-2-yl)piperidin-4-carbonyl)-2-fluorophenyl)acetic acid ClC=1C=NC(=NC1)N1CCC(CC1)C(=O)C1(C(C=CC=C1)CC(=O)O)F